FC(C1=NC2=C(N1C1=CC(=NC(=N1)N1CCOCC1)N1CCNCC1)C=CC=C2)F 4-(6-(2-(difluoromethyl)-1H-benzo[d]imidazol-1-yl)-2-morpholinopyrimidin-4-yl)piperazine